FC=1C=C2C(=C(NC2=C(C1)F)C1=CC=C(C=C1)F)CC1CC(C1)N (1r,3s)-3-[[5,7-difluoro-2-(4-fluorophenyl)-1H-indol-3-yl]methyl]cyclobutanamine